cetylpelargonate C(CCCCCCCCCCCCCCC)OC(CCCCCCCC)=O